CN(CCC1=CNC=2N=CC=C(C21)O)C 3-[2-(dimethylamino)ethyl]-1H-pyrrolo[2,3-b]pyridin-4-ol